FC1=CC(=C(COC2CN(C2)C(=O)OC(C)(C)C)C=C1)C(F)(F)F tert-butyl 3-((4-fluoro-2-(trifluoromethyl)benzyl)oxy)azetidine-1-carboxylate